tert-butyl (1-(2-aminopyridin-3-yl)-4-(((tertbutyl dimethyl silyl)oxy) methyl) piperidin-4-yl)carbamate NC1=NC=CC=C1N1CCC(CC1)(CO[Si](C)(C)C(C)(C)C)NC(OC(C)(C)C)=O